6-(3-ethyl-5-(piperidin-4-yl)-1H-indol-2-yl)-1H-indazol-3-ol C(C)C1=C(NC2=CC=C(C=C12)C1CCNCC1)C1=CC=C2C(=NNC2=C1)O